(1S,2S)-2-ethynyl-cyclopropane-1-carboxylic acid C(#C)[C@@H]1[C@H](C1)C(=O)O